2-(2H-benzotriazole-2-yl)4-(1,1,3,3-tetramethylbutyl)phenol N=1N(N=C2C1C=CC=C2)C2=C(C=CC(=C2)C(CC(C)(C)C)(C)C)O